NC1=NC=NN2C1=C(C(=N2)C2=CC=C(C=C2)NC(C(=C)F)=O)C2=CC=C(C=C2)OC2=NC=CC(=N2)C N-(4-(4-amino-5-(4-((4-methylpyrimidin-2-yl)oxy)phenyl)pyrazolo[5,1-f][1,2,4]triazin-6-yl)phenyl)-2-fluoroacrylamide